5-Amino-3-[2-fluoro-4-[[(2-methoxybenzoyl)amino]methyl]phenyl]-1-tetrahydropyran-4-yl-pyrazole-4-carboxamide NC1=C(C(=NN1C1CCOCC1)C1=C(C=C(C=C1)CNC(C1=C(C=CC=C1)OC)=O)F)C(=O)N